(15Z)-tetracosene-15-enoic acid C(C=CCCCCCCCCCCC\C=C/CCCCCCCC)(=O)O